ClC1=CC(=C(C=C1)SCC1=NC(=CC=C1)OC1CCNCC1)F 2-((4-Chloro-2-fluorophenylthio)methyl)-6-(piperidin-4-oxy)pyridine